benzyl 3-(hydroxyimino)piperidine-1-carboxylate ON=C1CN(CCC1)C(=O)OCC1=CC=CC=C1